BrC1=CC=C(C=C1)N1N=C(N(C1=O)C)C(=O)N 1-(4-bromophenyl)-4-methyl-5-oxo-4,5-dihydro-1H-1,2,4-triazole-3-carboxamide